[Br-].C(C)O[Si](C)(C)CCCCCCCCOC1=C(C=C(C=C1)O)[P+](C1CCCCC1)(C1CCCCC1)C1CCCCC1 (2-[(ethoxydimethylsilyl)octoxy]-5-hydroxyphenyl)tricyclohexylphosphonium bromide